6-azaspiro[3.5]nonan-8-ol C1CCC12CNCC(C2)O